[4-(1,2-dimethylimidazol-4-yl)sulfonylmorpholin-2-yl]benzothiophene CN1C(=NC(=C1)S(=O)(=O)N1CC(OCC1)C=1SC2=C(C1)C=CC=C2)C